methyl 5-bromo-2-(2-((tetrahydro-2H-pyran-2-yl)oxy)ethoxy)nicotinate BrC=1C=NC(=C(C(=O)OC)C1)OCCOC1OCCCC1